CC=1N=C(C2=C(N1)CCNC2)N 2-methyl-5,6,7,8-tetrahydropyrido[4,3-d]pyrimidin-4-amine